CC1(CCN(CC1)C=1C=C2C(=CC(=CN2C(C1)=O)C)C(C)O)C 2-(4,4-dimethylpiperidin-1-yl)-9-(1-hydroxyethyl)-7-methyl-4H-quinolizin-4-one